6-Hydrazinyl-N-methylpyridin-3-carboxamid N(N)C1=CC=C(C=N1)C(=O)NC